1-(tert-butyl)-N-(2-fluoro-4-(6-(1-methyl-1H-pyrazol-4-yl)pyrazolo[1,5-a]pyridin-4-yl)benzyl)-1H-1,2,3-triazole-4-carboxamide C(C)(C)(C)N1N=NC(=C1)C(=O)NCC1=C(C=C(C=C1)C=1C=2N(C=C(C1)C=1C=NN(C1)C)N=CC2)F